C(C)N(CCN(C1=CC(=C(C=C1)N)C)CC)C1=CC(=C(C=C1)N)C N,N'-bis(ethyl)-N,N'-bis(4'-amino-3'-methylphenyl)ethylene-diamine